FC=1C=C(CSC=2N(C(C3=C(N2)N(N=C3)C)=O)C3=C(C=CC=C3)F)C=CC1 6-((3-fluorobenzyl)thio)-5-(2-fluorophenyl)-1-methyl-1H-pyrazolo[3,4-d]pyrimidin-4(5H)-one